Histidine HCl Monohydrate O.Cl.N[C@@H](CC1=CNC=N1)C(=O)O